BrC=1C=2N(C=C(C1)C=1C=CC(=NC1)N1C[C@@H](CC1)NC(OC(C)(C)C)=O)N=CC2C#N t-Butyl N-[(3R)-1-[5-(4-bromo-3-cyano-pyrazolo[1,5-a]pyridin-6-yl)-2-pyridyl]pyrrolidin-3-yl]carbamate